CC1(OB(OC1(C)C)C1=CC(=CC2=C1SC=C2)N)C 7-(4,4,5,5-Tetramethyl-1,3,2-dioxaborolan-2-yl)benzo[b]thiophen-5-amine